COC(=O)C=1C=C(C2=C(N(C=N2)C/C(=C/CN)/F)C1)C1=CC(=CC=C1)S(=O)(=O)N1CC(CC1)(F)F (Z)-1-(4-amino-2-fluorobut-2-en-1-yl)-4-(3-((3,3-difluoropyrrolidin-1-yl)sulfonyl)phenyl)-1H-benzo[d]imidazole-6-carboxylic acid methyl ester